C(C(C)C)N1C(=NC=C1)CC1CCN(CC1)C(=O)[C@H](CC(C)C)N1C([C@@H](NCC1)CC(C)C)=O (S)-1-[(S)-1-({4-[(1-Isobutyl-1H-imidazol-2-yl)methyl]-1-piperidyl}carbonyl)-3-methylbutyl]-3-isobutyl-2-piperazinone